BrC=1C=C2CCN(CC2=C(C1)OC)CCCF 6-bromo-2-(3-fluoropropyl)-8-methoxy-1,2,3,4-tetrahydroisoquinoline